N-(2-((1R,4R)-2-oxa-5-azabicyclo-[2.2.1]heptan-5-yl)-5-((6-((R)-3-(3'-fluoro-[1,1'-biphenyl]-3-yl)-isoxazolidin-2-yl)-pyrimidin-4-yl)-amino)-4-meth-oxyphenyl)acryl-amide [C@H]12OC[C@H](N(C1)C1=C(C=C(C(=C1)OC)NC1=NC=NC(=C1)N1OCC[C@@H]1C=1C=C(C=CC1)C1=CC(=CC=C1)F)NC(C=C)=O)C2